N-((1H-PYRROLO[3,2-C]PYRIDIN-2-YL)METHYL)-2-(3-(((1-(4-CHLOROPHENYL)CYCLOPROPYL)METHYL)AMINO)-6-(1-METHYL-1H-PYRAZOL-4-YL)-2-OXOPYRAZIN-1(2H)-YL)ACETAMIDE TRIFLUOROACETATE FC(C(=O)O)(F)F.N1C(=CC=2C=NC=CC21)CNC(CN2C(C(=NC=C2C=2C=NN(C2)C)NCC2(CC2)C2=CC=C(C=C2)Cl)=O)=O